methyl (3S)-2-[(3-amino-5-fluoropyridin-2-yl) methyl]-3-[(tert-butoxycarbonyl) amino]-3-phenylpropanoate NC=1C(=NC=C(C1)F)CC(C(=O)OC)[C@@H](C1=CC=CC=C1)NC(=O)OC(C)(C)C